C(C1=CC=CC=C1)N1C(C(CCC1=O)N1C(C2=CC=CC(=C2C1)C#CCCCCCOC1=CC2=C(N(C=N2)C2=CC=C(C=C2)NC(=O)NC=2NN=C(C2)C(C)(C)C)C=C1)=O)=O 1-[4-(5-{7-[2-(1-benzyl-2,6-dioxopiperidin-3-yl)-1-oxo-2,3-dihydro-1H-isoindol-4-yl]-hept-6-ynyloxy}-benzoimidazol-1-yl)-phenyl]-3-(5-tert-butyl-2H-pyrazol-3-yl)-urea